1,1,1-tris(hydroxymethyl)amino-methane OCNC(NCO)NCO